FC=1C=C(C=C(C1)C(F)(F)F)NC(=O)C1=CSC=2CN(CCC21)C(=O)C2=CN=CN2C N-(3-fluoro-5-(trifluoromethyl)phenyl)-6-(1-methyl-1H-imidazol-5-carbonyl)-4,5,6,7-tetrahydrothieno[2,3-c]pyridine-3-carboxamide